FC1=CC=C(C(=O)NC(=O)N2CCNCC2)C=C1 N-(4-fluorobenzoyl)piperazine-1-carboxamide